tetraphenyl-resorcinol bisphosphite P(O)(O)OC1=C(C(OP(O)O)=C(C(=C1C1=CC=CC=C1)C1=CC=CC=C1)C1=CC=CC=C1)C1=CC=CC=C1